C(C)(=O)O[C@H]1CC[C@@]2(C=3CC[C@@]4([C@H](CC[C@]4(C3CC[C@H]2C1(C)C)C)[C@H](C)\C=C\C=C(C)C)C)C (3S,5R,10S,13R,14R,17R)-4,4,10,13,14-pentamethyl-17-((R,E)-6-methylhepta-3,5-diene-2-yl)-2,3,4,5,6,7,10,11,12,13,14,15,16,17-tetradecahydro-1H-cyclopenta[a]phenanthrene-3-yl acetate